BrC1=CC2=C(C(NC(O2)(C)C)=O)C=C1 7-bromo-2,2-dimethyl-2,3-dihydro-4H-benzo[e][1,3]oxazin-4-one